C(C)OC(CN(CC1=CC=CC=C1)CC)=O ethyl-benzyl-glycine ethyl ester